[Cl-].IC1=CC=C(C=C1)N1[NH2+]C(=NN1C1=CC=C(C=C1)[N+](=O)[O-])C1=CC=CC=C1 2-(4-iodophenyl)-3-(4-nitrophenyl)-5-phenyl-tetrazolium chloride